CC1N(CCC2=C1N=C(N=C2C2=NN(C=C2)C)C2=CC=C(C=C2)C(F)(F)F)C(C=C)=O 1-(8-methyl-4-(1-methyl-1H-pyrazol-3-yl)-2-(4-(trifluoromethyl)phenyl)-5,8-dihydropyrido[3,4-d]pyrimidin-7(6H)-yl)prop-2-en-1-one